C(C1=CC=CC=C1)C(C(=O)C1=CC=C(C=C1)N1CCOCC1)(CC)N(C)C 2-benzyl-2-(dimethylamino)-4'-morpholino-butyrophenone